ClC=1C=NN(C(C1Cl)=O)[C@H](C(=O)NC1=CC(=C(C=C1)C(F)F)S(N(C)C)(=O)=O)C (2S)-2-(4,5-dichloro-6-oxo-pyridazin-1-yl)-N-[4-(difluoromethyl)-3-(dimethylsulfamoyl)phenyl]propanamide